rac-(1S*,2S*)-2-(4-chloropyridin-2-yl)-N-(6-(((5-cyclopropyl-7-(2-oxooxazolidin-3-yl)pyrazolo[1,5-a]pyridin-2-yl)methyl)amino)pyrimidin-4-yl)cyclopropane-1-carboxamide ClC1=CC(=NC=C1)[C@@H]1[C@H](C1)C(=O)NC1=NC=NC(=C1)NCC1=NN2C(C=C(C=C2N2C(OCC2)=O)C2CC2)=C1 |r|